N(N)C(C(=O)OCC)(C)C ethyl 2-hydrazinyl-2-methylpropanoate